6-(2'-((cyclopropylamino)methyl)-[1,1'-biphenyl]-4-yl)-2-methyl-1H-benzo[d]imidazole-4-carboxylic acid C1(CC1)NCC1=C(C=CC=C1)C1=CC=C(C=C1)C=1C=C(C2=C(NC(=N2)C)C1)C(=O)O